C(C)(C)(C)[C@H]1OC([C@@H](N1C(=O)OCC1=CC=CC=C1)CC(CO)(C)C)=O Benzyl (2R,4S)-2-(tert-butyl)-4-(3-hydroxy-2,2-dimethylpropyl)-5-oxooxazolidine-3-carboxylate